CN(C(OC1=CC=C2C(=C(C(OC2=C1)=O)CC1=C(C(=CC=C1)NS(NC)(=O)=O)Cl)CN(C)CC)=O)C 3-(2-chloro-3-((N-methylsulfamoyl)amino)benzyl)-4-((ethyl(methyl)amino)methyl)-2-oxo-2H-chromen-7-yl dimethylcarbamate